C(#N)C=1C(=CSC1)C1=NN=C(S1)NC(=O)C=1OC(C(=C(C1)NCCOC)OC)=O N-[5-(4-cyanothiophen-3-yl)-1,3,4-thiadiazol-2-yl]-5-methoxy-4-[(2-methoxyethyl)amino]-6-oxopyran-2-carboxamide